N-[3-(bromomethyl)-2-oxo-benzo[g]benzopyran-8-yl]-N-methylacetamide BrCC=1C(OC2=C(C1)C=C1C(=C2)C=C(C=C1)N(C(C)=O)C)=O